6-(1H-indol-6-yl)-[1,2,4]Triazolo[1,5-a]Pyrazin-8-amine N1C=CC2=CC=C(C=C12)C=1N=C(C=2N(C1)N=CN2)N